S(=O)(=O)(O)C(CCOCCC(C)S(=O)(=O)O)C γ-sulfobutyl ether